N1(CCN(CC1)CCS(=O)(=O)O)CCS(=O)(=O)O 4-piperazine-di-ethanesulfonic acid